(R)-N4-(3-((2-Fluorophenyl)carbamoyl)-1-methyl-1H-pyrazol-5-yl)-2-methyl-N1-((S)-11-oxo-2,3,10,11-tetrahydro-1H,5H-benzo[d]pyrazolo[1,2-a][1,2]diazepin-10-yl)succinamid FC1=C(C=CC=C1)NC(=O)C1=NN(C(=C1)NC(C[C@H](C(=O)N[C@H]1C2=C(CN3N(C1=O)CCC3)C=CC=C2)C)=O)C